(isobutylcyclopentadienyl)tris(ethylmethylamino)hafnium C(C(C)C)C1(C=CC=C1)[Hf](N(CC)C)(N(CC)C)N(C)CC